C1(CC1)C=1N=C(C(=NC1C=1C2=C(C=NC1)N(C=N2)C)C(=O)N)NC=2C(=NN(C2)CCC(F)F)C 5-Cyclopropyl-3-[[1-(3,3-difluoropropyl)-3-methyl-pyrazol-4-yl]amino]-6-(3-methylimidazo[4,5-c]pyridin-7-yl)pyrazine-2-carboxamide